FC(C1=C(C=CC=C1)C#C)F 1-(difluoromethyl)-2-ethynylbenzene